(S)-1-(6-(4-chlorophenyl)-2-(pyridin-3-yl)pyrimidin-4-yl)piperidin-3-ol ClC1=CC=C(C=C1)C1=CC(=NC(=N1)C=1C=NC=CC1)N1C[C@H](CCC1)O